(4S,4aS,5aR,12aS)-4,7-bis(dimethylamino)-9-{[(2,2-dimethylpropyl)amino]methyl}-3,10,12,12a-tetrahydroxy-1,11-dioxo-1,4,4a,5,5a,6,11,12a-octahydrotetracene-2-carboxamide CN([C@@H]1C(=C(C([C@]2(C(=C3C(C4=C(C(=CC(=C4C[C@H]3C[C@@H]12)N(C)C)CNCC(C)(C)C)O)=O)O)O)=O)C(=O)N)O)C